BrC1=CC(N(C=C1C1=CC=C(C=C1)COC(F)(F)F)C)=O 4-bromo-1-methyl-5-(4-((trifluoromethoxy)methyl)phenyl)pyridin-2(1H)-one